FC1=CC=C(C=C1)CCOC1=CC=C(C=C1)CCCC1=CC=C(O1)C(=O)O 5-(3-(4-(2-(4-Fluorophenyl)ethoxy)phenyl)propyl)furan-2-carboxylic acid